BrC1=C(C=CC(=C1)C(F)(F)F)C=1C=C2CCN(C(C2=CC1)=O)C1=CC=C(C(=N1)NS(=O)(=O)C)OC N-(6-(6-(2-bromo-4-(trifluoromethyl)phenyl)-1-oxo-3,4-dihydroisoquinolin-2(1H)-yl)-3-methoxypyridin-2-yl)methanesulfonamide